NC1=CC=CC(=N1)S(=O)(=O)NC(=O)C=1C(=NC(=CC1)C1=CC(=CC(=C1)OCC(C)C)F)OC1CCCC1 N-[(6-Amino-2-pyridyl)sulfonyl]-2-(cyclopentoxy)-6-(3-fluoro-5-isobutoxyphenyl)pyridin-3-carboxamid